Cl.NC1=C(C=CC(=C1)C(=O)OC)B(O)O 2-amino-4-(methoxycarbonyl)phenylboronic acid hydrochloride